C(C)(C)N[C@H]1[C@H](CC1)O (1S,2R)-2-(Isopropylamino)cyclobutan-1-ol